NCC1=CC=C(CN(C(=O)C=2OC=CN2)C[C@@H]2COC3=C(O2)C=C(C=C3)OCC3=CC=CC=C3)C=C1 Oxazole-2-carboxylic acid (4-aminomethyl-benzyl)-((R)-7-benzyloxy-2,3-dihydro-benzo[1,4]dioxin-2-ylmethyl)-amide